C(#N)C1=CC(=C(COC2=CC=CC(=N2)C2CCN(CC2)C(=O)C=2C=CC(=NC2)C(=O)OC)C=C1)F Methyl 5-(4-(6-((4-cyano-2-fluorobenzyl)oxy)pyridin-2-yl)piperidine-1-carbonyl)picolinate